[I-].C(=C)N1CN(C=C1)CCCC 1-vinyl-3-butyl-imidazole iodide salt